C(C)(C)(C)OC(N[C@@H]1[C@H](OCC(C1COC)=O)C1=C(C=CC(=C1)F)F)=O N-[(2R,3S)-2-(2,5-difluorophenyl)-4-(methoxymethyl)-5-oxo-tetrahydropyran-3-yl]carbamic acid tert-butyl ester